10,14,18-Trimethyltetratriacontane CC(CCCCCCCCC)CCCC(CCCC(CCCCCCCCCCCCCCCC)C)C